CC1=CC=C(C=C1)S(=O)(=O)OCC1=NC(=NC=C1)N(S(=O)(=O)C)CC1=CC=C(C=C1)OC (2-(N-(4-methoxybenzyl)methylsulfonamido)pyrimidin-4-yl)methyl 4-methylbenzenesulfonate